N-{[2-(Cyclobutyloxy)pyridin-4-yl]methyl}-1-(3,5-difluorophenyl)-3-methyl-5-oxo-pyrrolidin-3-carboxamid C1(CCC1)OC1=NC=CC(=C1)CNC(=O)C1(CN(C(C1)=O)C1=CC(=CC(=C1)F)F)C